tert-Butyl 3-((3aR,6R,6aS)-6-(4-amino-5-(4-benzylthiazol-2-yl)-7H-pyrrolo[2,3-d]pyrimidin-7-yl)-2,2-dimethyltetrahydro-4H-cyclopenta[d][1,3]dioxol-4-yl)piperidine-1-carboxylate NC=1C2=C(N=CN1)N(C=C2C=2SC=C(N2)CC2=CC=CC=C2)[C@@H]2CC([C@@H]1[C@H]2OC(O1)(C)C)C1CN(CCC1)C(=O)OC(C)(C)C